Cl.OC=1C=CC(=C2C=CC(NC12)=O)C(CO)NCCC1=CC=C(C=C1)NC(CCCC)=O 8-hydroxy-5-{2-hydroxy-1-[2-(4-n-pentanoylaminophenyl)-ethylamino]ethyl}-(1H)-quinolin-2-one hydrochloride